C1(=CC=CC=C1)[C@H]1N(OCC1)C1=NC(=NC=C1C(F)(F)F)N[C@H]1CNCCC1 4-((S)-3-phenylisoxazolidin-2-yl)-N-((R)-piperidin-3-yl)-5-(trifluoromethyl)pyrimidine-2-amine